C(C)(=O)SC1CC(CC1)C(=O)OC(C)(C)C tert-Butyl 3-(acetylthio)cyclopentanecarboxylate